OCC1(O)[C@@H](O)[C@H](O)[C@H](O1)CO D-arabino-Hex-2-ulofuranose